ON1C(C=CC(C1)=O)=O 1-hydroxypyridine-2,5-dione